N1CC(C1)COC1=C(C(=CC(=C1)Br)OC)C1=CC(=NN1)NC=1N=CC(=NC1)C#N 5-((5-(2-(azetidin-3-ylmethoxy)-4-bromo-6-methoxyphenyl)-1H-pyrazol-3-yl)amino)pyrazine-2-carbonitrile